BrC=1C=CC(=C(C1)NC=1NC(=CN1)C)I N-(5-bromo-2-iodophenyl)-5-methyl-1H-imidazol-2-amine